3-(3-(2,4-dioxotetrahydropyrimidine-1(2H)-yl)-4-methylbenzoyl)-3-azaspiro[5.5]undecane-9-formaldehyde O=C1N(CCC(N1)=O)C=1C=C(C(=O)N2CCC3(CC2)CCC(CC3)C=O)C=CC1C